(R)-N-(7-chloro-6-(1-((3R,4R)-4-hydroxy-3-methyltetrahydrofuran-3-yl)piperidin-4-yl)isoquinolin-3-yl)spiro[2.2]pentane-1-carboxamide ClC1=C(C=C2C=C(N=CC2=C1)NC(=O)[C@@H]1CC12CC2)C2CCN(CC2)[C@@]2(COC[C@@H]2O)C